2-methoxy-5-((2-(4-methyl-1H-pyrazol-5-yl)pyridin-3-yl)methoxy)isonicotinaldehyde COC=1C=C(C=O)C(=CN1)OCC=1C(=NC=CC1)C1=C(C=NN1)C